ClC1=NC=C(C(=C1)C1=C(C=NC(=C1)C)C(=O)NC=1SC2=C(N1)CN(C2)C(C2=NC=C(C=C2C(F)F)OC)=O)OC 2'-chloro-N-(5-(3-(difluoromethyl)-5-methoxypicolinoyl)-5,6-dihydro-4H-pyrrolo[3,4-d]thiazol-2-yl)-5'-methoxy-6-methyl-[4,4'-bipyridine]-3-carboxamide